ClC1=CC=C(CN2N(C3=C(CN(CC3)CC3=CC(=CC(=C3)F)F)C2=O)CCNC([C@@H](O)C2CC2)=O)C=C1 (S)-N-(2-(2-(4-chlorobenzyl)-5-(3,5-difluorobenzyl)-3-oxo-2,3,4,5,6,7-hexahydro-1H-pyrazolo[4,3-c]pyridin-1-yl)ethyl)-2-cyclopropyl-2-hydroxyacetamide